(E)-3-(4-bromo-2-oxopyridin-1(2H)-yl)acrylic acid tert-butyl ester C(C)(C)(C)OC(\C=C\N1C(C=C(C=C1)Br)=O)=O